ClC=1C=CC(=C(C1)C1=CC(=C(N=N1)C)NC1=CC(=NC=C1)NC(CN1CCN(CC1)CC(F)(F)F)=O)F N-(4-{[6-(5-chloro-2-fluorophenyl)-3-methylpyridazin-4-yl]amino}pyridin-2-yl)-2-[4-(2,2,2-trifluoroethyl)piperazin-1-yl]acetamide